METHYL-4-(METHOXYMETHYL)BICYCLO[2.2.1]HEPTANE CC12CCC(CC1)(C2)COC